NC=1OC[C@@H](N1)CCC1=CC=C(C=C1)NC(=O)C1CCCCC1 cyclohexanecarboxylic acid {4-[2-((S)-2-amino-4,5-dihydro-oxazol-4-yl)-ethyl]phenyl}-amide